1-(4-(3-(2,6-dichlorophenyl)azetidin-1-yl)-2-fluorobenzyl)-3-methylazetidin-3-ol, formic acid salt C(=O)O.ClC1=C(C(=CC=C1)Cl)C1CN(C1)C1=CC(=C(CN2CC(C2)(O)C)C=C1)F